Methyl (3S)-5-oxo-7-(4,4,5,5-tetramethyl-1,3,2-dioxaborolan-2-yl)-1,2,3,5,8,8a-hexahydroindolizine-3-carboxylate O=C1N2[C@@H](CCC2CC(=C1)B1OC(C(O1)(C)C)(C)C)C(=O)OC